C12(CC(C1)C2)N2C(C=CC1=C2N=C(N=C1)NC1CCN(CC1)S(=O)(=O)C1=NN(C=C1)C)=O 8-(bicyclo[1.1.1]pentan-1-yl)-2-((1-((1-methyl-1H-pyrazol-3-yl)sulfonyl)piperidin-4-yl)amino)pyrido[2,3-d]pyrimidin-7(8H)-one